(S)-5-(((4-(3-chloro-4-(2-chloro-3-(8-chloro-6-(((2-hydroxyethyl)amino)methyl)-5-methoxyquinolin-2-yl)phenyl)pyridin-2-yl)-2-methoxybenzyl)amino)methyl)pyrrolidin-2-one ClC=1C(=NC=CC1C1=C(C(=CC=C1)C1=NC2=C(C=C(C(=C2C=C1)OC)CNCCO)Cl)Cl)C1=CC(=C(CNC[C@@H]2CCC(N2)=O)C=C1)OC